5-bromo-2-tert-butyl-pyrimidine BrC=1C=NC(=NC1)C(C)(C)C